N-((S)-(3-chloro-4-fluorophenyl)(1-(2,2,2-trifluoroethyl)piperidin-4-yl)methyl)-3-oxopiperazine-1-carboxamide ClC=1C=C(C=CC1F)[C@@H](NC(=O)N1CC(NCC1)=O)C1CCN(CC1)CC(F)(F)F